tert-Butyl 3-(2-(2-((4-((2-(4-(diethylamino)phenyl)-5-oxo-7-phenylthieno[3,2-b]pyridin-4(5H)-yl)methyl)benzyl)amino)ethoxy)ethoxy)propanoate C(C)N(C1=CC=C(C=C1)C1=CC=2N(C(C=C(C2S1)C1=CC=CC=C1)=O)CC1=CC=C(CNCCOCCOCCC(=O)OC(C)(C)C)C=C1)CC